(1S,2S)-N-(5-(7-(1-acetamidoethyl)-5-chloro-6-fluoro-1H-indazol-4-yl)pyrazolo[1,5-a]pyridin-2-yl)-2-fluorocyclopropane-1-carboxamide C(C)(=O)NC(C)C=1C(=C(C(=C2C=NNC12)C1=CC=2N(C=C1)N=C(C2)NC(=O)[C@H]2[C@H](C2)F)Cl)F